5-methyl-4-oxo-2,3,4,5-tetrahydropyridine CC1C(CCN=C1)=O